C1(CC1)N1N=CC(=C1)C1OC(CN(C1)C1=CC2=C(N=C(N(C2=O)C)C(F)(F)F)C(=N1)C1=C(C=C(C#N)C=C1)F)C 4-(6-(2-(1-cyclopropyl-1H-pyrazol-4-yl)-6-methylmorpholino)-3-methyl-4-oxo-2-(trifluoromethyl)-3,4-dihydropyrido[3,4-d]pyrimidin-8-yl)-3-fluorobenzonitrile